azetidin-3-yl-(3-hydroxypyrrolidin-1-yl)methanone N1CC(C1)C(=O)N1CC(CC1)O